CC(C)(C)[Si](OCC1=CC=C(C=C1)O)(C)C 4-[[[(1,1-dimethylethyl)dimethylsilyl]oxy]methyl]phenol